FC1=C(C=CC=C1)N(C(CCCCCNC(OC(C)(C)C)=O)=O)C tert-butyl (6-((2-fluorophenyl)(methyl)amino)-6-oxohexyl)carbamate